ClC1=CC(=C(C=C1N1N=NN=C1)NS(=O)(=O)C=1C=C(C(=O)O)C=CC1C1CC1)OC1CCCC1 3-(N-(4-chloro-2-(cyclopentyloxy)-5-(1H-tetrazol-1-yl)phenyl)sulfamoyl)-4-cyclopropylbenzoic acid